2-(methylthio)-7-oxo-7,8-dihydropyrido[2,3-d]pyrimidine-6-carbonitrile CSC=1N=CC2=C(N1)NC(C(=C2)C#N)=O